(3aS,5S,6aR)-5-(2-fluorophenoxy)-2-((S)-2-hydroxy-2-(5-((4-methoxybenzyl)oxy)pyridin-2-yl)ethyl)hexahydrocyclopenta[c]pyrrol-3a(1H)-ol FC1=C(O[C@@H]2C[C@@]3([C@@H](CN(C3)C[C@@H](C3=NC=C(C=C3)OCC3=CC=C(C=C3)OC)O)C2)O)C=CC=C1